oxetan-3-carboxylic acid methyl ester COC(=O)C1COC1